1-(tertbutyloxycarbonyl)-4-hydroxypiperidine C(C)(C)(C)OC(=O)N1CCC(CC1)O